(S)-5-(4-(1-(isopropylamino)-1-oxopropan-2-yl)piperazin-1-yl)-N-methyl-7-(trifluoromethyl)thieno[3,2-b]pyridine-3-carboxamide C(C)(C)NC([C@H](C)N1CCN(CC1)C1=CC(=C2C(=N1)C(=CS2)C(=O)NC)C(F)(F)F)=O